CC1=C(C=C(C(=C1)OC(C)(C)C)CC)O 2-Methyl-5-ethyl-4-tert.-butoxy-phenol